FC([C@H]1N(C(OC1)=C=O)C=1N=C2N(CCOC3=C2C=CC(=C3)N[C@H](C(=O)N)CO)C1)F (S)-2-((2-((S)-4-(difluoromethyl)-2-carbonyl-oxazolidin-3-yl)-5,6-dihydrobenzo[f]imidazo[1,2-d][1,4]oxazepin-9-yl)amino)-3-hydroxypropionamide